(R)-2-amino-N-(4-hydroxy-bicyclo[2.2.2]oct-1-yl)-5-(1'-(tetrahydro-2H-pyran-4-yl)-2,3-dihydrospiro[inden-1,3'-pyrrolidin]-5-yl)nicotinamide NC1=C(C(=O)NC23CCC(CC2)(CC3)O)C=C(C=N1)C=1C=C3CC[C@]2(CN(CC2)C2CCOCC2)C3=CC1